CN(CC=CC(=O)NC1CC(C1)C1=C(SC(=C1)C)C(=O)N)C (3-(4-(dimethylamino)but-2-enamido)cyclobutyl)-5-methylthiophene-2-carboxamide